8-methylimidazo[1,2-a]pyridine-6-carbonitrile CC=1C=2N(C=C(C1)C#N)C=CN2